1,3-Dibutylpyridinium chlorid [Cl-].C(CCC)[N+]1=CC(=CC=C1)CCCC